FC1=C(OC2C[C@@H]3[C@@H](CN(C3)CCC3=NC=C(C=C3)O)C2)C=CC(=C1)F (3aR,5R,6aS)-5-(2,4-difluorophenoxy)-2-(2-(5-hydroxypyridin-2-yl)ethyl)hexahydrocyclopenta[c]pyrrol